3-FLUORO-4-(PIPERIDIN-1-YLCARBONYL)BENZENEBORONIC ACID FC=1C=C(C=CC1C(=O)N1CCCCC1)B(O)O